Methyl 2-chloro-8-(1-(difluoromethyl)-1H-pyrazol-3-yl)-8-methyl-7,8-dihydro-6H-cyclopenta[e]pyrazolo[1,5-a]pyrimidine-6-carboxylate ClC1=NN2C(N=CC3=C2C(CC3C(=O)OC)(C)C3=NN(C=C3)C(F)F)=C1